C1(CC1)C=1C=C(OC=2C(=C(N=NC2)C(=C)C)C(=O)NCC(F)C2=C(C=C(C=C2)Cl)Cl)C=CC1 5-(3-cyclopropylphenoxy)-N-[2-(2,4-dichlorophenyl)-2-fluoro-ethyl]-3-isopropenyl-pyridazine-4-carboxamide